BrC1=C(C(=CC(=C1)C(C(F)(F)F)(C(F)(F)F)O)Cl)NC(=O)C=1C=CC(=C(C1)NC(C1=C(C=C(C=C1)C#N)C)=O)C#N N-[5-[[2-bromo-6-chloro-4-[2,2,2-trifluoro-1-hydroxy-1-(trifluoromethyl)ethyl]phenyl]carbamoyl]-2-cyanophenyl]-4-cyano-2-methylbenzamide